(R)-1,3-dimethylpiperazine dihydrochloride Cl.Cl.CN1C[C@H](NCC1)C